chlorine Cesium Chloride [Cl-].[Cs+].[Cl+].[Cl-]